2,6-dimethyl-1,4-dihydro-3,5-pyridinedicarboxylic acid dimethyl ester COC(=O)C1=C(NC(=C(C1)C(=O)OC)C)C